C(C)C=1C=C2C=C(NC2=CC1CC)NC[C@H](O)C1=C2C=CC(NC2=C(C=C1)O)=O 5-[(R)-2-(5,6-diethylindol-2-ylamino)-1-hydroxyethyl]-8-hydroxy-(1H)-quinolin-2-one